C(#N)CCCCCCCCCCC[Si](Cl)(Cl)Cl 11-cyanoundecyltrichlorosilane